NC1=C(N=CC(=N1)N1CCC2([C@@H]([C@@H](OC2)C)N)CC1)SC1=C(C=2N(C=C1)C=CN2)Cl (3S,4S)-8-(6-amino-5-((8-chloroimidazo[1,2-a]pyridin-7-yl)thio)pyrazin-2-yl)-3-methyl-2-oxa-8-azaspiro[4.5]decan-4-amine